lithium iodite I(=O)[O-].[Li+]